4-fluoro-N-(1-{5-[(2S)-2-methyloxane-2-carbonyl]-5,6,7,8-tetrahydro-1,5-naphthyridin-2-yl}ethyl)benzamide FC1=CC=C(C(=O)NC(C)C2=NC=3CCCN(C3C=C2)C(=O)[C@]2(OCCCC2)C)C=C1